F[C@@H]1C[C@@]2(CCCN2C1)COC1=NC2=C(C(=CC=C2C(=N1)N1CCC(CC1)S(=O)(=O)C)C1=CC(=CC2=CC=C(C(=C12)C#C)F)O)F 4-(2-{[(2r,7as)-2-fluoro-hexahydro-1H-pyrrolizin-7a-yl]methoxy}-8-fluoro-4-(4-methanesulfonylpiperidin-1-yl)quinazolin-7-yl)-5-ethynyl-6-fluoronaphthalen-2-ol